C(CCCCCCCCCC(C)C)OCCCCCOC=COC(C)O isotridecyl-oxypentoxyvinyl-oxyethanol